7-{2-METHOXY-5-[(1R,2R,6S,8R)-2,9,9-TRIMETHYL-3,5-DIOXA-4-BORATRICYCLO[6.1.1.02,6]DECAN-4-YL]PHENYL}CINNOLIN-4-AMINE COC1=C(C=C(C=C1)B1O[C@@]2([C@H]3C([C@@H](C[C@@H]2O1)C3)(C)C)C)C3=CC=C1C(=CN=NC1=C3)N